C(C)(=O)C1=CC(=C(N(C1=O)C1=C(C=C(C=C1)Cl)C)C)C(=O)NC1=C(C=C(C=C1)Cl)C 5-acetyl-N,1-bis(4-chloro-2-methylphenyl)-2-methyl-6-oxo-1,6-dihydropyridine-3-carboxamide